C(CCCCCCCCCCCCCCCCC)N1C(=C(C(C=C1)=O)OC(=O)C(C)(C)C)C#N N-octadecyl-2-cyano-3-t-butylcarbonyloxy-pyridin-4-one